Racemic-N-(6-amino-5-methyl-3-pyridyl)-2-[2-(7-fluoro-1H-indazol-5-yl)-5-methyl-1-piperidyl]-2-oxo-acetamide NC1=C(C=C(C=N1)NC(C(=O)N1C(CCC(C1)C)C=1C=C2C=NNC2=C(C1)F)=O)C